N-phenyl-3-aminopropyl-trimenthoxysilane C1(=CC=CC=C1)NCCC[Si](OC1CC(CCC1C(C)C)C)(OC1CC(CCC1C(C)C)C)OC1CC(CCC1C(C)C)C